C(CCCCCCCCCCCCCCCCCCC)OC1=CC=C(C=C1)S(=O)(=O)C=1C=NC2=CC=C(C=C2C1N1CCC(CC1)N1CCC(CC1)N1CCN(CC1)C)S(=O)C 3-((4-(icosyloxy)phenyl)sulfonyl)-4-(4-(4-methylpiperazin-1-yl)-[1,4'-bipiperidin]-1'-yl)-6-(methylsulfinyl)quinoline